C(OC(C)C)(OCCC(F)F)=O isopropyl (3,3-difluoropropyl) carbonate